2-(4-fluoro-2-methylphenoxy)-4-(1-hydroxycyclopropyl)-N-(2-oxo-1,2-dihydropyridin-4-yl)-5-(trifluoromethyl)benzamide FC1=CC(=C(OC2=C(C(=O)NC3=CC(NC=C3)=O)C=C(C(=C2)C2(CC2)O)C(F)(F)F)C=C1)C